2-((3-fluoro-2-methoxy-5-(3-methyl-1,2,4-thiadiazol-5-yl)phenyl)amino)-1-(4-methoxyindolin-1-yl)ethan-1-one FC=1C(=C(C=C(C1)C1=NC(=NS1)C)NCC(=O)N1CCC2=C(C=CC=C12)OC)OC